3,4-dinitroaminooxadiazole copper [Cu].[N+](=O)([O-])NN1NOC=C1N[N+](=O)[O-]